C1(CC1)C1=CC(=NN1)NC1=NC(=NC2=CC=CC=C12)N1CCN(CC1)C(=O)NC1=CC=C(C=C1)F 4-(4-((5-cyclopropyl-1H-pyrazol-3-yl)amino)quinazolin-2-yl)-N-(4-fluorophenyl)piperazine-1-carboxamide